tri(1-phenyl-1H-benzimidazole-2-yl)benzene C1(=CC=CC=C1)N1C(=NC2=C1C=CC=C2)C=2C(=C(C=CC2)C2=NC1=C(N2C2=CC=CC=C2)C=CC=C1)C1=NC2=C(N1C1=CC=CC=C1)C=CC=C2